The molecule is a methylnaphthalene carrying a methyl substituent at position 1. It has a role as a carcinogenic agent and a plant metabolite. CC1=CC=CC2=CC=CC=C12